C(#N)C1=CC2=C(N=C(N=C2)NC2=CC=C3CCN(CC3=C2)C(=O)OC(C)(C)C)N(C1=O)C1CCCC1 tert-butyl 7-[(6-cyano-8-cyclopentyl-7-oxo-pyrido[2,3-d]pyrimidin-2-yl)amino]-3,4-dihydro-1H-isoquinoline-2-carboxylate